iron phosphate lithium salt [Li+].P(=O)([O-])([O-])[O-].[Fe+2]